C(C(=C)C)(=O)OCCC1CO1 3,4-epoxybutyl methacrylate